rac-benzyl ((2S,3R,4R)-6-bromo-2-ethyl-3-methyl-1,2,3,4-tetrahydroquinolin-4-yl)carbamate BrC=1C=C2[C@@H]([C@@H]([C@@H](NC2=CC1)CC)C)NC(OCC1=CC=CC=C1)=O |r|